N-(1-phenylethyl)-benzamide C1(=CC=CC=C1)C(C)NC(C1=CC=CC=C1)=O